N-[(6-Amino-2-pyridyl)sulfonyl]-2-(1-cyclopropylethoxy)-6-(3-fluoro-5-isobutoxyphenyl)pyridin-3-carboxamid NC1=CC=CC(=N1)S(=O)(=O)NC(=O)C=1C(=NC(=CC1)C1=CC(=CC(=C1)OCC(C)C)F)OC(C)C1CC1